CC1=C(OC2=CC=C(C=C2)C2=NNC3=NC=NC(=C32)N)C=C(C=C1)[N+](=O)[O-] 3-(4-(2-methyl-5-nitrophenoxy)phenyl)-1H-pyrazolo[3,4-d]pyrimidin-4-amine